4-(dimethylamino)-3-oxobutanoic acid methyl ester COC(CC(CN(C)C)=O)=O